3-(2-((4-(2-(4-chlorophenyl)-2,3-dihydrobenzo[b][1,4]dioxin-5-yl)piperidin-1-yl)methyl)-1-(pyridin-3-ylmethyl)-1H-imidazol-5-yl)acrylic acid ClC1=CC=C(C=C1)C1COC2=C(O1)C=CC=C2C2CCN(CC2)CC=2N(C(=CN2)C=CC(=O)O)CC=2C=NC=CC2